3-(1-(aminomethyl)-4-oxo-4H-thieno[3,4-c]pyrrol-5(6H)-yl)piperidine-2,6-dione TFA salt OC(=O)C(F)(F)F.NCC=1SC=C2C1CN(C2=O)C2C(NC(CC2)=O)=O